C(C)(=O)SCC(CCCC(C)(C=1N=C(N(C1)C)C1=CC(=CC=C1)OC=1C(=C2C=CNC2=CC1F)Br)C=1C=C(C=CC1)CC(C(=O)OCC)C)(C)C Ethyl 3-(3-(7-(acetylthio)-2-(2-(3-((4-bromo-6-fluoro-1H-indol-5-yl)oxy)phenyl)-1-methyl-1H-imidazol-4-yl)-6,6-dimethylheptan-2-yl)phenyl)-2-methylpropanoate